S(O)(O)(=O)=O.C(C1=CC=CC=C1)C1=C(C=CC=C1)N benzyl-aminobenzene-sulfuric acid